ClCC1=C(C=C(C=C1)CN1[C@@H](CN(CC1)C(=O)OC(C)(C)C)CF)OC tert-butyl (3S)-4-{[4-(chloromethyl)-3-methoxyphenyl]methyl}-3-(fluoromethyl)piperazine-1-carboxylate